(cyanomethyl)pyrrolo[3,2-b]pyridin C(#N)CC1=CC2=NC=CC=C2N1